C(C)N1C=C(C=2N=NC(=CC21)C=2C=NC=NC2)C 5-(5-ethyl-7-methyl-5H-pyrrolo[3,2-c]pyridazin-3-yl)pyrimidine